1-(1-(dibromomethyl)-3,3-dimethoxycyclobutyl)-4-methoxybenzene BrC(C1(CC(C1)(OC)OC)C1=CC=C(C=C1)OC)Br